3-acetyl-7-{[4-(2-phenoxyphenyl)pyrimidin-2-yl]amino}-4-morpholino-2H-benzopyran-2-one C(C)(=O)C=1C(OC2=C(C1N1CCOCC1)C=CC(=C2)NC2=NC=CC(=N2)C2=C(C=CC=C2)OC2=CC=CC=C2)=O